CC1=NC(=CC(=N1)NC=1N=C2N(C=C(N=C2)C2=CC(=NC=C2OC2C[C@H]3COC[C@@H](C2)N3C)C)C1)C N-(2,6-dimethylpyrimidin-4-yl)-6-[2-methyl-5-[[(1R,5S)-9-methyl-3-oxa-9-azabicyclo[3.3.1]nonan-7-yl]oxy]-4-pyridyl]imidazo[1,2-a]pyrazin-2-amine